FC(C=1NC(=C(N1)C#N)C#N)(F)F 2-trifluoromethyl-4,5-dicyano-imidazol